5,10,15,20-tetrakis(4-methylphenyl)porphyrin cobalt (II) [Co+2].CC1=CC=C(C=C1)C=1C2=CC=C(N2)C(=C2C=CC(C(=C3C=CC(=C(C=4C=CC1N4)C4=CC=C(C=C4)C)N3)C3=CC=C(C=C3)C)=N2)C2=CC=C(C=C2)C